C1(CCC1)CN(C(OC(C)(C)C)=O)CC=1NC2=CC(=CC=C2C1)CN1C(C2=CN=CC(=C2C=C1)OC(F)F)=O tert-butyl N-(cyclobutylmethyl)-N-[[6-[[5-(difluoromethoxy)-1-oxo-2,7-naphthyridin-2-yl]methyl]-1H-indol-2-yl]methyl]carbamate